COC1=NC=C(C(=N1)C)C1=CC=C(C[N+]2=NOC(=C2)[N-]C(NC2=CC(=CC(=C2)C(F)(F)F)NC(CCC2=CC=CC=C2)=O)=O)C=C1 (3-(4-(2-Methoxy-4-methylpyrimidin-5-yl)benzyl)-1,2,3-oxadiazol-3-ium-5-yl)((3-(3-phenylpropanamido)-5-(trifluoro-methyl)phenyl)carbamoyl)amide